5-(3-cyano-2-(4-(4-methyl-4H-1,2,4-triazol-3-yl)piperidin-1-yl)phenyl)nicotinonitrile C(#N)C=1C(=C(C=CC1)C=1C=NC=C(C#N)C1)N1CCC(CC1)C1=NN=CN1C